1-Methyl-6-(pyridin-2-yl)-N-(pyridin-2-ylmethyl)-1H-pyrazolo[3,4-d]pyrimidin-4-amine CN1N=CC=2C1=NC(=NC2NCC2=NC=CC=C2)C2=NC=CC=C2